C(C)(C)(C)OC(=O)N1C2=C(NC(C1)=O)CN(CC2)CC2=CC=CC=C2 6-benzyl-3-oxo-4,5,7,8-tetrahydro-2H-pyrido[3,4-b]pyrazine-1-carboxylic acid tert-butyl ester